ClC1=CC=C(C=C1)N(C(=O)C=1N=CC=2N(C1)C(=CN2)C2=CC=C(C=C2)NC(COC)=O)C N-(4-chlorophenyl)-3-[4-[(2-methoxyacetyl)amino]phenyl]-N-methyl-imidazo[1,2-a]pyrazine-6-carboxamide